CC=1C=C(C=C(C1)C)OC1=CC(=CC(=C1)C)C.[P] phosphorus bis(3,5-dimethylphenyl) oxide